ethyl (1R,2S,3S,4R)-3-((2-chloro-5-iodopyrrolo[2,1-f][1,2,4]triazin-4-yl)amino)bicyclo[2.2.2]octane-2-carboxylate ClC1=NN2C(C(=N1)N[C@@H]1[C@H](C3CCC1CC3)C(=O)OCC)=C(C=C2)I